OC=1C=C(C[C@H](N)C(=O)O)C=CC1O 3,4-Dihydroxy-phenylalanine